FC(OC1=C(C(=CC(=C1)B1OC(C(O1)(C)C)(C)C)OC)C(=O)N1CC(C1)(C(F)(F)F)O)F [2-(difluoromethoxy)-6-methoxy-4-(4,4,5,5-tetramethyl-1,3,2-dioxaborolan-2-yl)phenyl]-[3-hydroxy-3-(trifluoromethyl)azetidin-1-yl]methanone